O=C1N(CCC(N1)=O)C1=NN(C2=CC(=CC=C12)C1CCN(CC1)C(=O)OC(C)(C)C)C Tert-butyl 4-[3-(2,4-dioxotetrahydropyrimidine-1(2H)-yl)-1-methyl-1H-indazole-6-yl]piperidine-1-carboxylate